FC(C=1C=CC(=NC1)CC1CC2(CNC2)C1)(F)F 6-[[5-(trifluoromethyl)-2-pyridyl]methyl]-2-azaspiro[3.3]heptane